C(CCCCC)C=1C(=C(C(=O)[O-])C=CC1C(=O)[O-])CC(CCC)C (n-hexyl)(2-methylpentyl)terephthalate